(S)-7'-fluoro-N-hydroxy-1',6',11',11a'-tetrahydro-2'H,4'H-spiro[cyclohexane-1,3'-pyrido[1,2-b]isoquinoline]-9'-carboxamide FC1=CC(=CC=2C[C@H]3N(CC12)CC1(CC3)CCCCC1)C(=O)NO